6-(r-cyclopropyl-[1,4'-bipiperidin]-4-yl)-7-fluoro-2-(4-(methylsulfonyl)phenyl)-1H-benzo[d]imidazole C1(CC1)[C@@H]1N(CCC(C1)C=1C=CC2=C(NC(=N2)C2=CC=C(C=C2)S(=O)(=O)C)C1F)C1CCNCC1